4-((2-Azidobenzyl)amino)-7-(diethylamino)-2H-chromen-2-one N(=[N+]=[N-])C1=C(CNC2=CC(OC3=CC(=CC=C23)N(CC)CC)=O)C=CC=C1